C(C1=CC=C(C(=O)[O-])C=C1)(=O)[O-].[Cr+3].C(C1=CC=C(C(=O)[O-])C=C1)(=O)[O-].C(C1=CC=C(C(=O)[O-])C=C1)(=O)[O-].[Cr+3] Chromium Terephthalate